hydroxy(oleic acid) OC(C(=O)O)CCCCCC\C=C/CCCCCCCC